FC(C1CCN(CC1)C(=O)OC(C)(C)C)S(=O)(=O)C=1C=NC(=CC1)OC tert-Butyl 4-(fluoro((6-methoxypyridin-3-yl)sulfonyl)methyl)piperidine-1-carboxylate